BrC=1C=C2C(=CC=NC2=C(C1)C)C(=O)OC methyl 6-bromo-8-methylquinoline-4-carboxylate